1-(4-(4-AMINO-7-CYCLOPROPYL-7H-PYRROLO[2,3-D]PYRIMIDIN-5-YL)BENZOFURAN-7-YL)-3-(3-(1-(TRIFLUOROMETHYL)CYCLOPROPYL)ISOXAZOL-5-YL)UREA NC=1C2=C(N=CN1)N(C=C2C2=CC=C(C1=C2C=CO1)NC(=O)NC1=CC(=NO1)C1(CC1)C(F)(F)F)C1CC1